FC(C1=C(C(=CC=C1)N)N)(F)F 3-trifluoromethylbenzene-1,2-diamine